hydroxyethyl dodecanoate C(CCCCCCCCCCC)(=O)OCCO